N1(CCOCC1)C(=O)C1=CC=C(C=N1)C1=CC=CC=2N1N=CC2C(=O)N2CCCCC2 (7-(6-(morpholine-4-carbonyl)pyridin-3-yl)pyrazolo[1,5-a]pyridin-3-yl)(piperidin-1-yl)methanone